CC=1OC2=NC(=CC(=C2N1)C)C=1N=C2N(C(C1)=O)C=C(S2)C2CCN(CC2)C(=O)OC(C)(C)C tert-butyl 4-[7-(2,7-dimethyloxazolo[5,4-b]pyridin-5-yl)-5-oxo-thiazolo[3,2-a]pyrimidin-2-yl]piperidine-1-carboxylate